Cl.C(CCCCC)N Hexane-1-amine hydrochloride